3-(4-bromophenoxy)-7,8-dihydroxy-2-(trifluoromethyl)-4H-chromen-4-one BrC1=CC=C(OC2=C(OC3=C(C(=CC=C3C2=O)O)O)C(F)(F)F)C=C1